FC(C(C(C(C(C(C(C(F)(F)F)(F)F)(F)F)(F)F)(F)F)(F)F)(F)F)(S(=O)(=O)[O-])F.CC=1C=C(C=C(C1O)C)[S+]1CCCC1 1-(3,5-dimethyl-4-Hydroxyphenyl)Tetrahydrothiophenium Perfluoro-n-octanesulfonate